COC1=C(CN2C(C3=CC(=CC=C3C(=C2)C2=C(C=C(C=C2C)F)C)OC)=O)C=CC(=C1)OC 2-(2,4-dimethoxybenzyl)-4-(4-fluoro-2,6-dimethylphenyl)-7-methoxyisoquinolin-1(2H)-one